(12aR)-12-(7,8-difluoro-4,9-dihydrothieno[2,3-c][2]benzothiepin-4-yl)-3,4,12,12a-tetrahydro-1H-[1,4]oxazino[3,4-c]pyrido[2,1-f][1,2,4]triazine-6,8-dione FC1=C(C2=C(C(C3=C(SC2)SC=C3)N3N2C(C(N4[C@H]3COCC4)=O)=CC(C=C2)=O)C=C1)F